NCCC[Si](OCC)(OCC)OCC (aminopropyl)triethoxysilane